1,3-dihydro-2H-benzo[d]imidazol N1CNC2=C1C=CC=C2